O=C1CN(CCN1)C(=O)OC1CCC2C3CCC4CCCC4C3CCC2=C1 2,3,6,7,8,9,10,11,12,13,14,15,16,17-tetradecahydro-1H-cyclopenta[a]phenanthren-3-yl 3-oxopiperazine-1-carboxylate